1-((R)-1-(4-((R)-3-(dimethylamino)pyrrolidin-1-yl)-2,3-difluorophenyl)-2-oxopyrrolidin-3-yl)-3-(2-fluoro-4-(trifluoromethyl)phenyl)urea CN([C@H]1CN(CC1)C1=C(C(=C(C=C1)N1C([C@@H](CC1)NC(=O)NC1=C(C=C(C=C1)C(F)(F)F)F)=O)F)F)C